COC(=O)C(C(C(C(C(C(C(C(C(C(C(F)(F)F)(F)F)(F)F)(F)F)(F)F)(F)F)(F)F)(F)F)(F)F)(F)F)(F)F tetra-N-propoxysilane